ClC=1C(=NC(=NC1)NC1=C(C=C(C=C1)C1CCNCC1)OC)N1C=C(C=C1)C(=O)NCC#N 1-(5-chloro-2-((2-methoxy-4-(piperidin-4-yl)phenyl)amino)pyrimidin-4-yl)-N-(cyanomethyl)-1H-pyrrole-3-carboxamide